COC1=CC=C(C=C1)C1=NN2C(=NC=3C(=CC=CC3C2=N1)C1(CC1)C(F)(F)F)NC=1C(N=CC=NC1)=O (6R)-6-({2-(4-methoxyphenyl)-7-[1-(trifluoromethyl)cyclopropyl][1,2,4]triazolo[1,5-c]quinazolin-5-yl}amino)-1,4-diazepin-5-one